NCC(CC1=CC=CC=C1)NC(OC(C)(C)C)=O tert-butyl (1-amino-3-phenylpropan-2-yl)carbamate